3-(5-(difluoromethyl)-1,3,4-thiadiazol-2-yl)-8-((3s,5s)-4-(1-methoxycyclopropane-1-carbonyl)-3,5-dimethylpiperazin-1-yl)-N-(3-methyloxetan-3-yl)imidazo[1,5-a]pyridine-6-sulphonamide FC(C1=NN=C(S1)C1=NC=C2N1C=C(C=C2N2C[C@@H](N([C@H](C2)C)C(=O)C2(CC2)OC)C)S(=O)(=O)NC2(COC2)C)F